N-((R)-1,2,3,4-tetrahydronaphthalen-1-yl)-1,2,3,4-tetrahydroisoquinoline-3-carboxamide trihydrochloride Cl.Cl.Cl.[C@H]1(CCCC2=CC=CC=C12)NC(=O)C1NCC2=CC=CC=C2C1